COC(C1=C(C(=NC(=C1)C1=CC(=CC(=C1)Cl)Cl)OC(C)=O)F)=O 2-Acetyloxy-6-(3,5-dichlorophenyl)-3-fluoroisonicotinic acid methyl ester